C(C)(C)(C)OC(=O)N1N=C(C=C1)C[C@@H](C(=O)N(C)OC)NC(=O)OC(C)(C)C (S)-3-(2-((tert-butoxycarbonyl)amino)-3-(methoxy(methyl)amino)-3-oxopropyl)-1H-pyrazole-1-carboxylic acid tert-butyl ester